2-Chloro-3-fluoro-5,6,7,8-tetrahydro-1,6-naphthyridine-6-carboxylic acid tert-butyl ester C(C)(C)(C)OC(=O)N1CC=2C=C(C(=NC2CC1)Cl)F